N=1C(N=C2C1C=CC=C2)=O benzo[d]imidazol-2-one